C(C1=CC=CC=C1)NC(OC1=CC(=C(C=C1)OC)C=1C=NC=C(C1)C=1OC=CC1)=O 3-(5-(furan-2-yl)pyridin-3-yl)-4-methoxyphenyl benzylcarbamate